[2H]C1(NC(C(C2=CC(=CC=C12)F)([2H])[2H])([2H])[2H])[2H] 1,1,3,3,4,4-hexadeuterio-6-fluoro-2H-isoquinoline